3-(5-acetylthiophen-2-yl)-3-[3-(hydroxymethyl)-4-methylphenyl]-2-methylpropanoic acid methyl ester COC(C(C(C1=CC(=C(C=C1)C)CO)C=1SC(=CC1)C(C)=O)C)=O